(S)-N-(1-(4-chloro-5-(4-fluorophenyl)-1H-imidazol-2-yl)-7-(isoxazol-3-yl)-7-oxoheptyl)-1-methylazetidine-3-carboxamide 2,3-dihydroxysuccinate OC(C(=O)O)C(C(=O)O)O.ClC=1N=C(NC1C1=CC=C(C=C1)F)[C@H](CCCCCC(=O)C1=NOC=C1)NC(=O)C1CN(C1)C